10-[3-(4-methylpiperazin-1-yl)propyl]-2-(trifluoromethyl)-10H-phenothiazine CN1CCN(CC1)CCCN1C2=CC=CC=C2SC=2C=CC(=CC12)C(F)(F)F